3,4-dichloro-2-(2-(2-hydroxyethyl)imidazo[1,2-a]pyridin-7-yl)phenol ClC=1C(=C(C=CC1Cl)O)C1=CC=2N(C=C1)C=C(N2)CCO